(S)-3-((4-bromo-5-isopropyl-2-nitrophenyl)amino)piperidine-1-carboxylic acid tert-butyl ester C(C)(C)(C)OC(=O)N1C[C@H](CCC1)NC1=C(C=C(C(=C1)C(C)C)Br)[N+](=O)[O-]